CC(C)(C)OC(=O)N1CCN(CC1)C2CCC(CC2)N tert-butyl 4-((1R,4R)-4-aminocyclohexyl)piperazine-1-carboxylate